bis(n-propylcyclopentadienyl)tin C(CC)C1(C=CC=C1)[Sn]C1(C=CC=C1)CCC